(1R,5S)-2-oxo-4-azabicyclo[3.2.1]octane-3-one O=C1[C@@H]2CC[C@H](NC1=O)C2